[Br-].C(=C)C1=CC=C(C[N+]2=CC=CC=C2)C=C1 (4-vinylbenzyl)-pyridinium bromide